6,6-dimethyl-11-oxo-6,11-dihydro-5H-benzo[b]carbazole-3-carbonitrile CC1(C2=C(C(C=3C4=CC=C(C=C4NC13)C#N)=O)C=CC=C2)C